[I-].C12C(C3CC(CC(C1)C3)C2)=C(C2=CC=C(C=C2)Cl)C2=C(OCCCCCCC3CC[NH+](C3)C)C=CC=C2 4-((((Z)-((5S,7S)-Adamantan-2-ylidene)(4-chlorophenyl)methyl)phenoxy)hexyl)-1-methylpyrrolidin-1-ium iodide